1-(2-bromophenyl)-3-[(1S)-1-(2-pyrimidin-2-yl-1,2,4-triazol-3-yl)ethyl]urea BrC1=C(C=CC=C1)NC(=O)N[C@@H](C)C=1N(N=CN1)C1=NC=CC=N1